FC1=C(C(=C(C(=C1F)F)F)F)[B-](C1=C(C(=C(C(=C1F)F)F)F)F)(C1=C(C(=C(C(=C1F)F)F)F)F)C1=C(C(=C(C(=C1F)F)F)F)F.C[NH+](CCCCCCCCCCCCCCCCCC)CCCCCCCCCCCCCCCCCC N-methyl-N,N-dioctadecyl-ammonium [tetrakis(perfluorophenyl) borate]